[C@@H]1([C@H](O)[C@@H](O)[C@H](O)[C@H](O1)CO)OCC(O)CO 1-O-β-D-glucopyranosylglycerol